Br.N1CC(CC1)C1=CN=CC(N1)=O 6-Pyrrolidin-3-yl-1H-pyrazin-2-one hydrobromide